tert-Butyl (2R,5S)-4-(1-(4-cyanopyridin-2-yl)-3-(trifluoromethyl)-1H-pyrrolo[3,2-c]pyridin-4-yl)-2,5-dimethylpiperazine-1-carboxylate C(#N)C1=CC(=NC=C1)N1C=C(C=2C(=NC=CC21)N2C[C@H](N(C[C@@H]2C)C(=O)OC(C)(C)C)C)C(F)(F)F